C(C)(C)(C)OC(=O)N1C[C@@H]2COC3=C(C(N2CC1)=O)C(=NC(=C3Cl)Cl)F (R)-3,4-dichloro-1-fluoro-12-oxo-6a,7,9,10-tetrahydro-12H-pyrazino[2,1-c]pyrido[3,4-f][1,4]oxazepine-8(6H)-carboxylic acid tert-butyl ester